ClC=1N=CC2=C(N1)C1(OC2O)CCC1 chloro-5'H-spiro[cyclobutane-1,7'-furo[3,4-d]pyrimidine]-5'-ol